[Sr].[Ba].[K] Kalium Barium Strontium